[4-(methoxycarbonyl)phenyl]boronic acid methyl-4'-(2,2,2-trifluoroacetyl)-[1,1'-biphenyl]-4-carboxylate COC(=O)C1=CC=C(C=C1)C1=CC=C(C=C1)C(C(F)(F)F)=O.COC(=O)C1=CC=C(C=C1)B(O)O